COC=1C=C(C=CC1OC)C=1NC2=CC=C(C=C2C1C(C)C)C1CCN(CC1)C(COC(C)C)=O 1-(4-(2-(3,4-dimethoxyphenyl)-3-isopropyl-1H-indol-5-yl)piperidin-1-yl)-2-isopropoxyethan-1-one